2-(2-cyanopropan-2-yl)-N-(4-methyl-3-((3-(8-methyl-9-(tetrahydro-2H-pyran-2-yl)-9H-purin-6-yl)pyridin-2-yl)amino)phenyl)isonicotinamide C(#N)C(C)(C)C=1C=C(C(=O)NC2=CC(=C(C=C2)C)NC2=NC=CC=C2C2=C3N=C(N(C3=NC=N2)C2OCCCC2)C)C=CN1